C1(CC1)[C@@H](C=1C=C(C=CC1)N1C(C2=C3C(C(=CC=C13)F)=CC(=C2)CN2C[C@H](CCC2)C)=O)C2=NN=CN2C 1-(3-((S)-cyclopropyl(4-methyl-4H-1,2,4-triazol-3-yl)methyl)phenyl)-6-fluoro-4-(((S)-3-methylpiperidin-1-yl)methyl)benzo[cd]indol-2(1H)-one